tert-butyl (S)-(1-cyclopropyl-2-(methoxy(methyl)amino)-2-carbonylethyl)carbamate C1(CC1)[C@@H](C(=C=O)N(C)OC)NC(OC(C)(C)C)=O